CN1C=C(C2=CC(=CC=C12)O)CCNC(C)=O N-[2-(1-Methyl-5-Hydroxy-1H-indol-3-yl)ethyl]acetamide